(S)-2-((S)-3-(5-(aminomethyl)-6-oxo-1,6-dihydropyridin-3-yl)-4,4-difluoropiperidin-1-yl)-N-(5-(2,4-difluorophenoxy)pyridin-2-yl)propionamide NCC1=CC(=CNC1=O)[C@H]1CN(CCC1(F)F)[C@H](C(=O)NC1=NC=C(C=C1)OC1=C(C=C(C=C1)F)F)C